C(COCCC1=C(C=CC(=C1)C)S(=O)(=O)N)OCCC1=C(C=CC(=C1)C)S(=O)(=O)N ((ethane-1,2-diylbis(oxy))bis(ethane-2,1-diyl))bis(4-methylbenzenesulfonamide)